3-[4-[3-[[(1R)-1-(1-Naphthyl)ethyl]carbamoyl]phenyl]-1-piperidyl]propanoic acid C1(=CC=CC2=CC=CC=C12)[C@@H](C)NC(=O)C=1C=C(C=CC1)C1CCN(CC1)CCC(=O)O